CC(C)C(C(CC)C1N(CCC1)C(=O)[O-])C1N(CCC1)C(=O)[O-] 2-methylhexane-3,4-diylbis(pyrrolidine-1-carboxylate)